P(=O)(OC1=C2C=CN(C2=CC=C1)CCN(CCC)CCC)([O-])[O-] (2-(dipropylamino) ethyl)-1H-indol-4-yl phosphate